COC1=C(C(=O)N)C=C(C=C1)C 2-methoxy-5-methylbenzamide